(S)-(4-(benzo[d]thiazol-2-yl)-7,8-dihydroimidazo[4,5-c]azepin-5(1H,4H,6H)-yl)(2-(cyclopropylamino)-4-(trifluoromethyl)oxazol-5-yl)methanone S1C(=NC2=C1C=CC=C2)[C@H]2N(CCCC1=C2N=CN1)C(=O)C1=C(N=C(O1)NC1CC1)C(F)(F)F